(S)-2-(benzhydrylamino)-5,5-dimethylhexanoic acid hydrochloride Cl.C(C1=CC=CC=C1)(C1=CC=CC=C1)N[C@H](C(=O)O)CCC(C)(C)C